4-{[6-(3-Chloro-pyridin-4-yl)-2-methylcarbamoyl-imidazo[1,2-a]pyrazin-8-ylamino]-methyl}-piperidine-1-carboxylic acid tert-butyl ester C(C)(C)(C)OC(=O)N1CCC(CC1)CNC=1C=2N(C=C(N1)C1=C(C=NC=C1)Cl)C=C(N2)C(NC)=O